CN(C(OCC1CCC2(CCCN12)COC=1N=C(C2=C(N1)C(=C(N=C2)C2=CC=CC1=CC=CC(=C21)Cl)F)N2CC1CCC(C2)N1)=O)C (7a-(((4-(3,8-diazabicyclo[3.2.1]octan-3-yl)-7-(8-chloronaphthalen-1-yl)-8-fluoropyrido[4,3-d]pyrimidin-2-yl)oxy)methyl)hexahydro-1H-pyrrolizin-3-yl)methyl Dimethylcarbamate